{2-[2-(2,2,2-trifluoroethyl)-5-(trifluoromethyl)thieno[2,3-b]pyridin-4-yl]-2,7-diazaspiro[3.5]nonan-7-yl}methanone FC(CC1=CC=2C(=NC=C(C2N2CC3(C2)CCN(CC3)C=O)C(F)(F)F)S1)(F)F